S(=O)(=O)(C1=CC=C(C=C1)N1ONOC(=C1C)S(=O)(=O)N)C1=CC=C(C=C1)N1ONOC(=C1C)S(=O)(=O)N N'-(sulfonylbis-4,1-phenylene)bis(1,2,3,4-tetrahydro-6-methyl-2,4-dioxapyrimidine-5-sulfonamide)